C1(CC1)CN1CC2=C(N=C(N(C2=O)CC2=CC=C(C=C2)C(F)(F)F)C)CC1 6-(cyclopropylmethyl)-2-methyl-3-(4-(trifluoromethyl)benzyl)-5,6,7,8-tetrahydropyrido[4,3-d]pyrimidin-4(3h)-one